prop-2-ene-1,1-diyl diacetate C(C)(=O)OC(C=C)OC(C)=O